2,2,4,9-tetramethyl-6-[[(1R)-1-[3-(difluoromethyl)-2-fluoro-phenyl]ethyl]amino]pyridazino[4,5-g][1,4]benzoxazin-3-one CC1(OC2=C(N(C1=O)C)C=C1C(=C2)C(=NN=C1N[C@H](C)C1=C(C(=CC=C1)C(F)F)F)C)C